C(C)C1(COC1)C=1N(C2=CC=3C=NNC3N=C2C1[C@@H]1CC[C@H](CC1)C(=O)O)C1=CC(=C(C=C1)F)OC trans-4-[11-(3-ethyloxetan-3-yl)-10-(4-fluoro-3-methoxy-phenyl)-2,4,5,10-tetrazatricyclo[7.3.0.03,7]dodeca-1,3(7),5,8,11-pentaen-12-yl]cyclohexanecarboxylic acid